FC=1C(=NC=C(C1)C(C(C(F)(F)F)(F)F)(F)F)C=1C(=C(C(=O)N)C=C(C1)[N+](=O)[O-])SC1=NN=NN1CCCOCC(C)(C)O [3-fluoro-5-(1,1,2,2,3,3,3-heptafluoropropyl)-2-pyridyl]-2-[1-[3-(2-hydroxy-2-methyl-propoxy)propyl]tetrazol-5-yl]sulfanyl-5-nitro-benzamide